O=C1N(CCOC1)[C@H]1C(=NN(C1)C(=O)N[C@H](C)C=1C=NC(=CC1)C(F)(F)F)C1=CC=C(C=C1)C (R)-4-(3-oxomorpholin-4-yl)-3-(4-methylphenyl)-N-((R)-1-(6-(trifluoromethyl)pyridin-3-yl)ethyl)-4,5-dihydro-1H-pyrazol-1-carboxamide